C1(=CC=CC=C1)B(OBO)O 3-phenyldiboronic acid